O1CC(CC1)C(C)=O 1-Tetrahydrofuran-3-yl-ethanone